(4-(mesityl)phenyl)iodonium trifluoromethanesulfonate FC(S(=O)(=O)[O-])(F)F.C1(=C(C(=CC(=C1)C)C)C1=CC=C(C=C1)[IH+])C